Phosphonic acid sodium salt [Na+].P([O-])([O-])=O.[Na+]